FC1=CC(=NC=C1)NS(=O)(=O)C N-(4-fluoropyridin-2-yl)methanesulfonamide